2-Methyl-8-((5-methyl-1-(1-methyl-1H-pyrazol-4-yl)-1H-indazol-6-yl)oxy)-5,6,7,8-tetrahydroquinoline-3-carbonitrile CC1=NC=2C(CCCC2C=C1C#N)OC1=C(C=C2C=NN(C2=C1)C=1C=NN(C1)C)C